O1[C@H](CCC1)CN |r| 1-[(2R/S)-tetrahydrofuran-2-yl]methanamine